(2S,5R)-Methyl 6-(benzyloxy)-7-oxo-1,6-diazabicyclo[3.2.1]octane-2-carboxylate C(C1=CC=CC=C1)ON1[C@@H]2CC[C@H](N(C1=O)C2)C(=O)OC